2,3-dihydro-benzimidazole N1CNC2=C1C=CC=C2